Cl.O1CCC(CC1)[C@H](C)N (1S)-1-(tetrahydro-2H-pyran-4-yl)ethylamine hydrochloride